BrC1=CC(=C(C(=O)N2CC3=CC=CC(=C3C(N2)=O)C2=CC(=C(C(=O)OC)C=C2)N2CCOCC2)C(=C1)Cl)Cl Methyl 4-[2-(4-bromo-2,6-dichlorobenzoyl)-4-oxo-1,3-dihydrophthalazin-5-yl]-2-morpholin-4-ylbenzoate